ClCC1=NC2=CC(=CC=C2C(N1)=O)C(F)(F)F 2-(Chloromethyl)-7-(trifluoromethyl)quinazolin-4(3H)-one